C(C)OC1=CC=C(C=N1)C1=CN=CC(=N1)C(=O)NOCC1=C(C=CC(=C1)OC([2H])([2H])[2H])F 6-(6-ethoxypyridin-3-yl)-N-((2-fluoro-5-(methoxy-d3)benzyl)oxy)pyrazine-2-carboxamide